C(\C=C\C)O (E)-crotyl alcohol